C(C(=C)C)(=O)OCCCCCCCCCCCCCCOC(C(=C)C)=O tetradecylene glycol dimethacrylate